3-Amino-7-fluoro-4-(7-fluoro-1H-indazol-4-yl)-1H-1,5-naphthyridin-2-one NC=1C(NC2=CC(=CN=C2C1C1=C2C=NNC2=C(C=C1)F)F)=O